FC1=C(C=C(C=C1F)F)C=1N=CC=C2C=C(C=NC12)C(=O)N 8-(2,3,5-trifluorophenyl)-1,7-naphthyridine-3-carboxamide